CC=1SC(=C(N1)C)C1=NC=2C(=C3C(=NC2)NC=C3)N1C1CCC(CC1)CC#N 2-((1r,4r)-4-(2-(2,4-dimethylthiazol-5-yl)imidazo[4,5-d]pyrrolo[2,3-b]pyridin-1(6H)-yl)cyclohexyl)acetonitrile